3-(4-(2-(trifluoromethyl)imidazo[4,5-d]pyrrolo[2,3-b]pyridin-1(6H)-yl)-1H-pyrazol-1-yl)propionitrile FC(C1=NC=2C(=C3C(=NC2)NC=C3)N1C=1C=NN(C1)CCC#N)(F)F